2-bromo-3,6,7,10,11-penta(octyloxy)benzophenanthrene BrC=1C=C2C=3C=C(C(=CC3C3=C(C2=CC1OCCCCCCCC)C=C(C(=C3)OCCCCCCCC)OCCCCCCCC)OCCCCCCCC)OCCCCCCCC